C[N+](C)(CCCS(=O)(=O)[O-])CCCCCCCC 3-(N,N-Dimethyloctyl-ammonio)-propane-sulfonate